dimethyl-vinylketone CC(=CC(=O)C=C(C)C)C